di-n-butoxy-p-xylene C(CCC)OC=1C(=C(C=CC1C)C)OCCCC